Methyl-2'-[(6-methylpyridin-3-yl)methyl]-N-{[(2S)-oxolan-2-yl]methyl}-2',5'-dihydrospiro[cyclopropane-1,4'-furo[2,3-g]indazole]-7'-carboxamide CC=1N(N=C2C3=C(CC4(C12)CC4)OC(=C3)C(=O)NC[C@H]3OCCC3)CC=3C=NC(=CC3)C